(rac)-6-(4-methyl-3-(trifluoromethoxy)phenyl)-2-azaspiro[3.4]Octane CC1=C(C=C(C=C1)[C@H]1CC2(CNC2)CC1)OC(F)(F)F |r|